1-[2-(difluoromethoxy)ethyl]piperidin-3-amine hydrochloride Cl.FC(OCCN1CC(CCC1)N)F